((1s,4s)-4-((2-chloro-5-((1-(difluoromethyl)-1H-pyrazol-4-yl)ethynyl)pyridin-4-yl)amino)cyclohexyl)methanol ClC1=NC=C(C(=C1)NC1CCC(CC1)CO)C#CC=1C=NN(C1)C(F)F